1-[(3-bromo-2-methylphenoxy)methyl]tricyclo[3.3.1.13,7]decane BrC=1C(=C(OCC23CC4CC(CC(C2)C4)C3)C=CC1)C